4-(4-cyanophenyl)phenoxylundecyl 2,5-dihydroxybenzoate OC1=C(C(=O)OCCCCCCCCCCCOC2=CC=C(C=C2)C2=CC=C(C=C2)C#N)C=C(C=C1)O